(Z)-3-phenyl-4-((5-thiomorpholinothiophen-2-yl)methylene)isoxazol-5(4H)-one C1(=CC=CC=C1)C/1=NOC(\C1=C/C=1SC(=CC1)N1CCSCC1)=O